CC1(OC=2C=C(C=C(C2[C@H]2[C@H]1CC=CC2)O)CCCCC)C (6Ar,10aR)-6,6-dimethyl-3-pentyl-6a,7,10,10a-tetrahydrobenzo[c]chromen-1-ol